1-(3-((4-((4-(1-(2-Hydroxy-2-methylpropyl)-1H-pyrazol-4-yl)-5-(trifluoromethyl)pyrimidin-2-yl)amino)piperidin-1-yl)sulfonyl)propyl)piperidin-4-ol OC(CN1N=CC(=C1)C1=NC(=NC=C1C(F)(F)F)NC1CCN(CC1)S(=O)(=O)CCCN1CCC(CC1)O)(C)C